The molecule is a dipeptide formed from L-methionine and L-alanine residues. It has a role as a metabolite. It derives from a L-methionine and a L-alanine. It is a tautomer of a Met-Ala zwitterion. C[C@@H](C(=O)O)NC(=O)[C@H](CCSC)N